C(C1=CC=CC=C1)N1C(C2N(C(C1)=O)CCN(C2)C2=CC1=CC=CC=C1C=C2)=O 2-benzyl-8-(naphthalene-2-yl)hexahydro-1H-pyrazino[1,2-a]pyrazine-1,4(6H)-dione